C(#N)C1=C(C=C(C=C1)N1CCC(CC1)C(=O)NC1=NC=C(C=N1)N1CCC(CC1)CN1CCNCC1)C(F)(F)F 1-(4-cyano-3-(trifluoromethyl)phenyl)-N-(5-(4-(piperazin-1-ylmethyl)piperidin-1-yl)pyrimidin-2-yl)piperidine-4-carboxamide